6-methyl-8-(4-(trifluoromethyl)piperidin-1-yl)pyrazolo[4,3-b]carbazole-1(5H)-carboxamide CC1=CC(=CC=2C=3C=C4C(=CC3NC12)C=NN4C(=O)N)N4CCC(CC4)C(F)(F)F